C(C)C1=CC(=NC=C1)NC=1SC2=C(N1)C=CC(=C2)C=2N=CNC2 N-(4-ethylpyridin-2-yl)-6-(1H-imidazol-4-yl)-benzo[d]thiazol-2-amine